racemic-ethyl 6-fluoro-chroman-2-carboxylate FC=1C=C2CC[C@@H](OC2=CC1)C(=O)OCC |r|